3-[(1R,3R)-1-[2,6-difluoro-4-[[1-(3-fluoropropyl)azetidin-3-yl]amino]phenyl]-3-methyl-1,3,4,9-tetrahydropyrido[3,4-b]indol-2-yl]-2,2-difluoropropan-1-ol FC1=C(C(=CC(=C1)NC1CN(C1)CCCF)F)[C@H]1N([C@@H](CC2=C1NC1=CC=CC=C21)C)CC(CO)(F)F